1-(5-Chlorothiazol-2-yl)ethan-1-one ClC1=CN=C(S1)C(C)=O